(1R,3R)-2-(2,2-difluoroethyl)-1-(2-methoxy-4-(3,9-diazaspiro[5.5]undecan-3-yl)phenyl)-3-methyl-2,3,4,9-tetrahydro-1H-pyrido[3,4-b]indole FC(CN1[C@@H](C=2NC3=CC=CC=C3C2C[C@H]1C)C1=C(C=C(C=C1)N1CCC2(CC1)CCNCC2)OC)F